COC1=C(N)C=C(C=C1)OC1=CC(=CC=C1)OC(F)(F)F 2-Methoxy-5-(3-(trifluoromethoxy)phenoxy)aniline